tert-Butyl 2-[1-(3-fluoro-6-methyl-4-oxo-2-phenyl-chromen-8-yl)ethylamino]benzoate FC1=C(OC2=C(C=C(C=C2C1=O)C)C(C)NC1=C(C(=O)OC(C)(C)C)C=CC=C1)C1=CC=CC=C1